2-(2,3-Dihydro-7-ethyl-2,4,4-trimethyl-4H-1-benzopyran-2-YL)-5-ethylphenol C(C)C1=CC2=C(C(CC(O2)(C)C2=C(C=C(C=C2)CC)O)(C)C)C=C1